C(C)(C)(C)C1=NOC(=C1)NC(=O)N1N(CCCC1)C1=NC=C(C=C1)C(F)(F)F N-(3-(tert-butyl)isoxazol-5-yl)-2-(5-(trifluoromethyl)pyridin-2-yl)tetrahydropyridazine-1(2H)-carboxamide